3-{[tert-butyl-(diphenyl)silyl]oxy}-5-chloropentanoic acid C(C)(C)(C)[Si](OC(CC(=O)O)CCCl)(C1=CC=CC=C1)C1=CC=CC=C1